C(C)OC=1N=C2C(=NC1)N=C(S2)N 6-Ethoxythiazolo[4,5-b]pyrazin-2-amine